mono-2-isobutyl phthalate C(C=1C(C(=O)[O-])=CC=CC1)(=O)OC(C)(C)C